2-N-[3-(1H-indazol-4-yl)-4-methoxyphenyl]-4-N,6-dimethylpyrimidine-2,4-diamine N1N=CC2=C(C=CC=C12)C=1C=C(C=CC1OC)NC1=NC(=CC(=N1)NC)C